COC(=O)C1=CC=C2C(=N1)C(=NN2)Br 3-bromo-1H-pyrazolo[4,3-b]pyridine-5-carboxylic acid methyl ester